6-ethoxy-4-(1-ethoxymethylvinyl)-1-methylcyclohexene C(C)OC1CC(CC=C1C)C(=C)COCC